CC1=NC=C(C(=C1)C=1NC2=CC=C(C=C2C1C(C)C)C1CCN(CC1)C1COC1)C 2-(2,5-dimethylpyridin-4-yl)-3-isopropyl-5-(1-(oxetan-3-yl)piperidin-4-yl)-1H-indole